R-(-)-o-chloromandelic acid ClC1=C([C@H](C(=O)O)O)C=CC=C1